11-(bicyclo[2.2.2]octan-1-yl)-N-((2S,3S,4R)-3,4-dihydroxy-1-(((2S,3R,4S,5R,6R)-3,4,5-trihydroxy-6-(hydroxymethyl)tetrahydro-2H-pyran-2-yl)oxy)octadecan-2-yl)undecanamide C12(CCC(CC1)CC2)CCCCCCCCCCC(=O)N[C@@H](CO[C@H]2O[C@@H]([C@@H]([C@@H]([C@H]2O)O)O)CO)[C@@H]([C@@H](CCCCCCCCCCCCCC)O)O